FC1=C(C=CC=C1CN1C(OC2=C(C=CC(=C2)O)C12COC2)=O)NC(OC(C)(C)C)=O tert-butyl N-[2-fluoro-3-({7-hydroxy-2-oxo-2,3-dihydrospiro[1,3-benzoxazine-4,3'-oxetan]-3-yl}methyl)phenyl]carbamate